4-((3-(1-(2-oxaspiro[3.3]heptan-5-yl)-1H-pyrazol-3-yl)-2-methoxyphenyl)amino)-2-((4-(morpholine-4-carbonyl)phenyl)amino)pyrimidine-5-carboxamide C1OCC12C(CC2)N2N=C(C=C2)C=2C(=C(C=CC2)NC2=NC(=NC=C2C(=O)N)NC2=CC=C(C=C2)C(=O)N2CCOCC2)OC